CC1(C(C1)CC1C(C2(CC2C1)C)(C)C)CO (1-methyl-2-((1,2,2-trimethylbicyclo[3.1.0]hex-3-yl)methyl)cyclopropyl)methanol